FC1=C(C(=CC(=C1F)C(=O)OC)F)C=1N=C2N(C=CC(=C2)C)C1 2-(2,3,6-trifluoro-4-(methoxycarbonyl)phenyl)-7-methylimidazo[1,2-a]pyridine